6-chloro-N-((1-methyl-3-oxo-2,3,5,6,7,8-hexahydroisoquinolin-4-yl)methyl)nicotinamide ClC1=NC=C(C(=O)NCC=2C(NC(=C3CCCCC23)C)=O)C=C1